FS(C1=CC=C(C=C1)NC1CCN(CC1)S(=O)(=O)C1=CC=C(C=C1)N1CCC2(CCNC2=O)CC1)(F)(F)(F)F 8-{4-[(4-{[4-(pentafluoro-λ6-sulfanyl)phenyl]amino}piperidin-1-yl)sulfonyl]phenyl}-2,8-diazaspiro[4.5]decan-1-one